C(C)C=1N=C2SC(=NN2C1N(C=1SC(=C(N1)C1=CC=C(C=C1)F)C#N)C)N1[C@H](CN([C@@H](C1)C)CC(=O)N1CC(C1)O)C trans-2-{[6-ethyl-2-(4-(2-(3-hydroxyazetidin-1-yl)-2-oxoethyl)-2,5-dimethylpiperazin-1-yl)imidazo[2,1-b][1,3,4]thiadiazol-5-yl](methyl)amino}-4-(4-fluorophenyl)thiazole-5-carbonitrile